OCCC1=CC=C(C=C1)O 4-[2-hydroxyethyl]phenol